((2-(((R)-6-((4,4-Difluorocyclohexyl)amino)hexan-2-yl)oxy)-3-fluoro-4-methylphenyl)sulfonyl)-L-proline FC1(CCC(CC1)NCCCC[C@@H](C)OC1=C(C=CC(=C1F)C)S(=O)(=O)N1[C@@H](CCC1)C(=O)O)F